O.Cl.O[C@@H](CN[C@H]1CCC=2C=CC(=CC2C1)OCC(=O)N(C)C)C1=CC=C(C=C1)O (-)-2-[7(S)-[2(R)-hydroxy-2-(4-hydroxyphenyl)-ethylamino]-5,6,7,8-tetrahydro-2-naphthalenyloxy]-N,N-dimethylacetamide hydrochloride monohydrate